iminodithiofluoride N(SF)SF